CC1[C@](NCC1)(C(=O)N[C@@H](C)C1=CC=C(C=C1)C1=C(N=CS1)C)C(CC(C)C1=CC(=NO1)N1CC(C1)OC1CCNCC1)=O (2R)-3-methyl-2-[3-[[3-(4-piperidyloxy)azetidin-1-yl]isoxazol-5-yl]butanoyl]-N-[(1S)-1-[4-(4-methylthiazol-5-yl)phenyl]ethyl]pyrrolidine-2-carboxamide